(Z)-5-((5-(4-(tert-Butyl)phenyl)pyridin-3-yl)methylene)thiazolidine-2,4-dione C(C)(C)(C)C1=CC=C(C=C1)C=1C=C(C=NC1)\C=C/1\C(NC(S1)=O)=O